OC[C@H]1N(C[C@@H](C1)OCCOCCOCCOCCOC1OCCCC1)C(=O)OC(C)(C)C tert-butyl (2S,4R)-2-(hydroxymethyl)-4-[2-[2-[2-(2-tetrahydropyran-2-yloxyethoxy)ethoxy]ethoxy]ethoxy]pyrrolidine-1-carboxylate